C(#N)CCOC=C(COCCC#N)OCCC#N 1,2,3-tri-(2-cyanoethoxy)propaneN